(S)-2-(3,5-difluorophenyl)-N-(3-(1-((2-ethyl-2H-pyrazolo[3,4-b]pyrazin-6-yl)amino)ethyl)phenyl)acetamide FC=1C=C(C=C(C1)F)CC(=O)NC1=CC(=CC=C1)[C@H](C)NC=1C=NC=2C(N1)=NN(C2)CC